FC(CN1N=C(C=2C1=NC(=CN2)N2CC1(CN(C1)C1=NC(=NC(=C1)C)C)CC2)C)F 6-[1-(2,2-difluoroethyl)-3-methyl-1H-pyrazolo[3,4-b]pyrazin-6-yl]-2-(2,6-dimethylpyrimidin-4-yl)-2,6-diazaspiro[3.4]octane